1-cyanooxy-2,6-di-tert-butylbenzene C(#N)OC1=C(C=CC=C1C(C)(C)C)C(C)(C)C